The molecule is a steroid saponin that is avenacoside A lacking the 26-O-glucosyl residue. It has a role as a metabolite. It is a trisaccharide derivative, a steroid saponin, a spiroketal and a hexacyclic triterpenoid. It derives from a nuatigenin and an avenacoside A. C[C@H]1[C@H]2[C@H](C[C@@H]3[C@@]2(CC[C@H]4[C@H]3CC=C5[C@@]4(CC[C@@H](C5)O[C@H]6[C@@H]([C@H]([C@@H]([C@H](O6)CO)O[C@H]7[C@@H]([C@H]([C@@H]([C@H](O7)CO)O)O)O)O)O[C@H]8[C@@H]([C@@H]([C@H]([C@@H](O8)C)O)O)O)C)C)O[C@]19CC[C@@](O9)(C)CO